Cl.C(C)(=O)C1=NNC(C=2N1N=C(C2)C(C)C)=O 7-acetyl-2-isopropylpyrazolo[1,5-d][1,2,4]triazin-4(5H)-one HCl